N-[(3-chloro-5-fluoropyridin-2-yl)methyl]-4-[5-(2-ethyl-5-fluoropyridin-4-yl)-1-{[2-(trimethylsilyl)ethoxy]methyl}pyrazole-3-carbonyl]-4-azaspiro[2.5]octane-7-carboxamide ClC=1C(=NC=C(C1)F)CNC(=O)C1CCN(C2(CC2)C1)C(=O)C1=NN(C(=C1)C1=CC(=NC=C1F)CC)COCC[Si](C)(C)C